IC1=NN(C2=CC=C(C=C12)[N+](=O)[O-])C1OCCCC1 3-iodo-5-nitro-1-(tetrahydro-2H-pyran-2-yl)-1H-indazole